CC1=NC(=CC=C1S(=O)(=O)N1C[C@@H]2[C@@H](C1)CN(C2)CC2COC2)C(F)(F)F |r| rac-(3aR,6aR)-5-[2-methyl-6-(trifluoromethyl)pyridin-3-yl]sulfonyl-2-(oxetan-3-ylmethyl)-1,3,3a,4,6,6a-hexahydropyrrolo[3,4-c]pyrrole